3,5-di-tert-butyl-o-benzoquinone CC(C)(C)C1=CC(=O)C(=O)C(=C1)C(C)(C)C